3-azido-3,6-dihydro-2H-pyran N(=[N+]=[N-])C1COCC=C1